FC1=CC=C(C=C1)C1(CCN(CC1)C1=CN=CC(=N1)C(=O)NCC1=CC=NC=C1)O 6-(4-(4-fluorophenyl)-4-hydroxypiperidin-1-yl)-N-(pyridin-4-ylmethyl)pyrazine-2-carboxamide